3,6-dimethyl-1-(1-pyrrolyl)-7-cyano-8-hydroxyisoquinoline CC=1N=C(C2=C(C(=C(C=C2C1)C)C#N)O)N1C=CC=C1